C(C)(C)(C)OC(=O)N1N=C(C=C1C1CC1)NC1=CC(=C(C=C1)C1=CN=C(S1)[C@@H]1CC[C@H](CC1)NC(=O)OC(C)C)S(=O)(=O)C(C)C trans-5-cyclopropyl-3-[4-[2-[4-(isopropoxycarbonylamino)cyclohexyl]thiazol-5-yl]-3-isopropylsulfonyl-anilino]pyrazole-1-carboxylic acid tert-butyl ester